(S)-1-(7-(8-Ethyl-7-fluoro-3-hydroxynaphthalen-1-yl)-8-fluoro-2-(((2R,7aS)-2-fluorotetrahydro-1H-pyrrolizin-7a(5H)-yl)methoxy)pyrido[4,3-d]pyrimidin-4-yl)piperidin-3-ol C(C)C=1C(=CC=C2C=C(C=C(C12)C1=C(C=2N=C(N=C(C2C=N1)N1C[C@H](CCC1)O)OC[C@]12CCCN2C[C@@H](C1)F)F)O)F